BrC=1C(=C2C(=NN(C2=CC1)C)Cl)Cl 5-bromo-3,4-dichloro-1-methyl-1H-indazole